2-(3-(difluoromethoxy)pyridin-4-yl)acetonitrile FC(OC=1C=NC=CC1CC#N)F